3-[4-(7H-pyrrolo[2,3-d]pyrimidin-4-yl)-1H-pyrazol-1-yl]-3-[5-(1,3-thiazol-2-ylthio)pyridin-3-yl]-propanenitrile bis(trifluoroacetate) FC(C(=O)O)(F)F.FC(C(=O)O)(F)F.N1=CN=C(C2=C1NC=C2)C=2C=NN(C2)C(CC#N)C=2C=NC=C(C2)SC=2SC=CN2